CN([C@@H]1CN(CC1)C(=O)C=1C=C2C(=NNC2=CC1)C#CC1=C(C=CC=C1)C1=CC=NC=C1)C (S)-(3-(dimethylamino)pyrrolidin-1-yl)(3-((2-(pyridin-4-yl)phenyl)ethynyl)-1H-indazol-5-yl)methanone